C(C)OC(=O)C1=C(N(C2=CC=C(C(=C12)CN1CCCCC1)O)C(C)C)C1=CC=C(C=C1)O 5-hydroxy-2-(4-hydroxyphenyl)-1-isopropyl-4-(piperidin-1-ylmethyl)-1H-indole-3-carboxylic acid ethyl ester